(2-Chloro-3-(trifluoromethyl)benzyl)-N2-(pyridin-3-ylmethyl)pyrrolidine-1,2-dicarboxamide ClC1=C(CC2(N(CCC2)C(=O)N)C(=O)NCC=2C=NC=CC2)C=CC=C1C(F)(F)F